N-[(cyclohexyl)methyl]-N-[(2-methyl)allyl]benzamide C1(CCCCC1)CN(C(C1=CC=CC=C1)=O)CC(=C)C